C1(=CC=CC=C1)C(CCN1CC2=C3C(CCC2CC1)N(CC=C3)CCC(=C)C3=CC=CC=C3)=C N,N'-bis(3-phenylbut-3-enyl)octahydropyridoisoquinoline